FC1=CC=C(CN2C3(CN(C3)C3=CN=NC=C3)C(N(CC2=O)C2CCC(CC2)C)=O)C=C1 5-(4-fluorobenzyl)-8-((1r,4r)-4-methylcyclohexyl)-2-(pyridazin-4-yl)-2,5,8-triazaspiro[3.5]nonane-6,9-dione